2-((4-(methylsulfonyl)phenyl)sulfonamido)-4-(pentafluoro-λ6-sulfanyl)-N-(3-(trifluoromethyl)bicyclo[1.1.1]pentan-1-yl)benzamide CS(=O)(=O)C1=CC=C(C=C1)S(=O)(=O)NC1=C(C(=O)NC23CC(C2)(C3)C(F)(F)F)C=CC(=C1)S(F)(F)(F)(F)F